ClC=1C=C2C=C(NC2=CC1OCC1=CC(=NO1)C)CNC(=O)[C@@H]1[C@H]2CC[C@@H](C1)O2 (1R,2S,4S)-N-((5-chloro-6-((3-methylisoxazol-5-yl)methoxy)-1H-indol-2-yl)methyl)-7-oxabicyclo[2.2.1]heptane-2-carboxamide